FC=1C=C(C2=C(SC=C2)C1)N1CCN(CC1)CCC1=CC=C2CCC(N(C2=C1)C(=O)OCCOC)=O 2-methoxyethyl 7-(2-(4-(6-fluorobenzo[b]thiophen-4-yl)piperazin-1-yl)ethyl)-2-oxo-3,4-dihydroquinoline-1(2H)-carboxylate